NC1=CC2=CN(N=C2C=C1OC)C1CCC2(CCN(CC2)C(=O)O)CC1.FC=1C=CC(=C(C(=O)N(C)C(C)C)C1)N1C=C(C=2C1=CN=CC2)C2CCN(CC2)C2=NC=CC=C2 5-fluoro-N-isopropyl-N-methyl-2-(3-(1-(pyridin-2-yl)piperidin-4-yl)-1H-pyrrolo[2,3-c]pyridin-1-yl)benzamide 9-(5-Amino-6-methoxy-2H-indazol-2-yl)-3-azaspiro[5.5]undecane-3-carboxylate